C12CN(CC(CNC1)C2)C(=O)C2=NN(C(=C2)C2=CC(=C(C#N)C=C2)F)C2=C(C=C(C=C2)C(C)C)F 4-(3-(3,7-Diazabicyclo[3.3.1]nonan-3-carbonyl)-1-(2-fluoro-4-isopropylphenyl)-1H-pyrazol-5-yl)-2-fluorobenzonitril